O=C1CCN(CC1)C(=O)OCC1C2=CC=CC=C2C=2C=CC=CC12 (9H-fluoren-9-yl)methyl 4-oxopiperidine-1-carboxylate